COC=1C=CC(=NC1)C=O 5-methoxypicolinaldehyde